8-chloro-7-methylpyrrolo[1,2-a]quinoxaline ClC1=C(C=C2N=CC=3N(C2=C1)C=CC3)C